2,4,6,8-tetrahydroxy-naphthalene OC1=CC2=C(C=C(C=C2C(=C1)O)O)O